(2,5-dibromophenyl)-2-ethylhexyl-thioamide BrC1=C(C=C(C=C1)Br)[N-]SCC(CCCC)CC